tert-butyl (S)-3-methyl-6-(2'-oxospiro[cyclopropane-1,3'-indolin]-6'-yl)-3,4-dihydropyridine-1(2H)-carboxylate C[C@@H]1CN(C(=CC1)C1=CC=C2C3(C(NC2=C1)=O)CC3)C(=O)OC(C)(C)C